1-(3-chloro-2-hydroxy-phenyl)ethanone ClC=1C(=C(C=CC1)C(C)=O)O